O1COC2=C1C=CC(=C2)CC2NCCC2 2-(benzo[d][1,3]dioxol-5-ylmethyl)pyrrolidine